(R)-2-methyl-N-((E)-((trans)-5-(trifluoromethyl)tetrahydro-2H-pyran-2-yl)methylene)-propane-2-sulfinamide CC(C)(C)[S@@](=O)/N=C/[C@@H]1OC[C@H](CC1)C(F)(F)F